ClC=1C(=NC(=NC1)C)C1(CC1)C(=O)O 1-(5-chloro-2-methylpyrimidin-4-yl)cyclopropane-1-carboxylic acid